1-[5-ethylsulfonyl-6-[5-(trifluoromethylsulfanyl)-1,3-benzoxazol-2-yl]-3-pyridinyl]cyclopropanecarbonitrile C(C)S(=O)(=O)C=1C=C(C=NC1C=1OC2=C(N1)C=C(C=C2)SC(F)(F)F)C2(CC2)C#N